5-(DIMETHYLAMINO)SALICYLALDEHYDE CN(C1=CC=C(C(C=O)=C1)O)C